15,15-diethoxy-pentadecan-13-yne-1-aldehyde C(C)OC(C#CCCCCCCCCCCCC=O)OCC